3-[6-(3-piperidyl)-2-pyridyl]-5-(trifluoromethyl)pyrazolo[1,5-a]pyridine N1CC(CCC1)C1=CC=CC(=N1)C=1C=NN2C1C=C(C=C2)C(F)(F)F